ClC1=NC(=CC(=C1)N1CCN(CC1)C(C)=O)NCC1=CC=C(C=C1)OC 1-(4-(2-chloro-6-((4-methoxyphenylmethyl)amino)pyridin-4-yl)piperazin-1-yl)ethan-1-one